C(=O)C=1C=C2C(N(C(C2=CC1)COC)C(=O)OC(C)(C)C)=O tert-butyl 5-formyl-1-(methoxymethyl)-3-oxoisoindoline-2-Carboxylate